FC(O[C@H]1C[C@H](CC1)C=1C=C(C=CC1)C1=C(N=C(S1)NS(=O)(=O)C1=CC=CC=C1)C1=C(C=CC=C1)C(F)(F)F)(F)F N-[5-[3-[(1S,3R)-3-(trifluoromethoxy)cyclopentyl]phenyl]-4-[2-(trifluoromethyl)phenyl]-1,3-thiazol-2-yl]benzenesulfonamide